C1(CC1)COC1=C(C=C(C=C1)C1=CC(=CC=C1)F)C=1C2=C(C(N(C1)C)=O)NC=C2 4-[4-(cyclopropylmethoxy)-3'-fluorobiphenyl-3-yl]-6-methyl-1,6-dihydro-7H-pyrrolo[2,3-c]pyridin-7-one